N-((S)-(4,4-difluoro-cyclohexyl)(5-((S)-2-methoxy-1-((S)-2-oxo-4-(trifluoromethyl)imidazolidin-1-yl)ethyl)benzo[d]oxazol-2-yl)methyl)-5-ethyl-isoxazole-4-carboxamide FC1(CCC(CC1)[C@H](NC(=O)C=1C=NOC1CC)C=1OC2=C(N1)C=C(C=C2)[C@@H](COC)N2C(N[C@@H](C2)C(F)(F)F)=O)F